O.O.O.O.C(=O)(O)C(O)C(O)C(=O)O (+)-tartrate tetrahydrate